4-(((1-(1-cyclobutylpiperidin-4-yl)-1H-pyrazol-4-yl)methyl)amino)-2-(2,6-dioxopiperidine-3-yl)isoindoline-1,3-dione C1(CCC1)N1CCC(CC1)N1N=CC(=C1)CNC1=C2C(N(C(C2=CC=C1)=O)C1C(NC(CC1)=O)=O)=O